5-Bromo-4-(hydroxymethyl)-1-methylpyridin BrC=1C(=CCN(C1)C)CO